C[C@H]1CN(CC2=CC=C(C=C12)N1CCC(CC1)N1CCNCC1)C1=C2C(=NC=C1)N(N=C2)C (4R)-4-methyl-2-(1-methylpyrazolo[3,4-b]pyridin-4-yl)-6-(4-piperazin-1-yl-1-piperidyl)-3,4-dihydro-1H-isoquinoline